3-(4-methoxyphenyl)adamantane-1-carboxylic acid COC1=CC=C(C=C1)C12CC3(CC(CC(C1)C3)C2)C(=O)O